CN1N=NC(=C1)C(=O)NC1=CNC2=CC=C(C=C12)CCOC1=CC=C(C=C1)C(F)(F)F 1-methyl-N-(5-(2-(4-(trifluoromethyl)phenoxy)ethyl)-1H-indol-3-yl)-1H-1,2,3-triazole-4-carboxamide